C(C1=CC=C(NCC2=CN=C3N=C(N)NC(=O)C3=N2)C=C1)(=O)[C@](N)(CCCCN)C(=O)O α-Pteroyl-Lysine